ClC1=C(OCCCC(=O)O)C(=CC(=C1)N1N=CC2=CC=C(C=C12)OC1CCC1)F 4-[2-chloro-4-[6-(cyclobutoxy)indazol-1-yl]-6-fluoro-phenoxy]butanoic acid